FC[C@H](CN(CC[C@@H](C(=O)O)NC1=NC=NC2=CC=C(C=C12)F)CCCCC1=NC=2NCCCC2C=C1)OC (S)-4-(((S)-3-fluoro-2-methoxypropyl)(4-(5,6,7,8-tetrahydro-1,8-naphthyridin-2-yl)butyl)amino)-2-((6-fluoroquinazolin-4-yl)amino)butanoic acid